(3R)-3-[2-(8-oxabicyclo[3.2.1]octane-3-carbonyl)-6-chloro-1,2,3,4-tetrahydroisoquinoline-8-yl]morpholine-4-carboxylic acid tert-butyl ester C(C)(C)(C)OC(=O)N1[C@@H](COCC1)C=1C=C(C=C2CCN(CC12)C(=O)C1CC2CCC(C1)O2)Cl